[O+2].O=C(C(=O)[O-])CCC(=O)[O-] ketoglutarate oxygen